ClC1=C(C(=CC=C1)Cl)N1N=C(C(=C1)NC1=CC=C(C=C1)C=1N(C=C(N1)C(F)(F)F)CCO)C(=O)N 1-(2,6-dichlorophenyl)-4-((4-(1-(2-hydroxyethyl)-4-(trifluoromethyl)-1H-imidazol-2-yl)phenyl)amino)-1H-pyrazole-3-carboxamide